ethyl 5-bromo-2-(4-methoxybenzyl)-2H-1,2,3-triazole-4-carboxylate BrC=1C(=NN(N1)CC1=CC=C(C=C1)OC)C(=O)OCC